tert-Butyl (2-amino-2-oxoethyl)((8-((4-(trifluoromethyl)phenyl)sulfonamido)quinolin-2-yl)methyl)carbamate NC(CN(C(OC(C)(C)C)=O)CC1=NC2=C(C=CC=C2C=C1)NS(=O)(=O)C1=CC=C(C=C1)C(F)(F)F)=O